6-bromo-1,2,3,4-tetrahydronaphthalene BrC=1C=C2CCCCC2=CC1